1-methyl-1-butylpiperidinium bis(pentafluoroethanesulfonyl)imide salt [N-](S(=O)(=O)C(F)(F)C(F)(F)F)S(=O)(=O)C(F)(F)C(F)(F)F.C[N+]1(CCCCC1)CCCC